(R)-N-(1-cyanopyrrolidin-3-yl)-N-ethyl-7-(2-methylpyridin-4-yl)imidazo[1,2-a]pyridine-3-carboxamide C(#N)N1C[C@@H](CC1)N(C(=O)C1=CN=C2N1C=CC(=C2)C2=CC(=NC=C2)C)CC